(S)-6-chloro-5-methoxy-N-(3-(1-((1-methyl-1H-pyrazolo[3,4-b]pyrazin-6-yl)amino)ethyl)phenyl)nicotinamide ClC1=NC=C(C(=O)NC2=CC(=CC=C2)[C@H](C)NC2=CN=C3C(=N2)N(N=C3)C)C=C1OC